CC(CC(C)O)(C)OOC1=C(C=CC=C1)C(C)C 4-methyl-4-(isopropylphenyl-peroxy)-2-pentanol